2-chloro-9-(4-(5-chloro-3-methyl-1H-pyrazol-1-yl)benzyl)-7-methyl-7,9-dihydro-8H-purin-8-imine ClC1=NC=C2N(C(N(C2=N1)CC1=CC=C(C=C1)N1N=C(C=C1Cl)C)=N)C